FC1=CC(=C(C=C1)NC=1C2=C(N=CN1)SC(=N2)C(=O)NC)OC(C)C 7-{[4-fluoro-2-(propan-2-yloxy)phenyl]amino}-N-methyl-[1,3]thiazolo[5,4-d]pyrimidine-2-carboxamide